5-chloro-N-((4-cyano-3-(trifluoromethyl)phenyl)sulfonyl)-4-(cyclopentylmethoxy)-2-fluorobenzamide ClC=1C(=CC(=C(C(=O)NS(=O)(=O)C2=CC(=C(C=C2)C#N)C(F)(F)F)C1)F)OCC1CCCC1